R-L-cysteine N[C@@H](CS)C(=O)O